N1C=NC(=C1)C[C@@H](C1=NC(=NO1)C1=CC=CC=C1)NC([C@H](CC1=C(C=C(C=C1C)O)C)NC([C@@H](CCCNC(=N)N)N)=O)=O (R)-N-((S)-1-(((S)-2-(1H-imidazol-4-yl)-1-(3-phenyl-1,2,4-oxadiazol-5-yl)ethyl)amino)-3-(4-hydroxy-2,6-dimethylphenyl)-1-oxopropan-2-yl)-2-amino-5-guanidino-valeramide